O=C1NC(=NO1)C1=CC=C(C=C1)NC(=O)C1=CC=C2CCN(C2=C1)S(=O)(=O)C1=C(C=CC(=C1)Cl)OC 1-(5-Chloro-2-methoxy-benzenesulfonyl)-2,3-dihydro-1H-indole-6-carboxylic acid [4-(5-oxo-4,5-dihydro-[1,2,4]oxadiazol-3-yl)-phenyl]-amide